2-(2-(4-amino-8-methyl-6-(6-(trifluoromethyl)pyridin-3-yl)-9H-pyrimido[4,5-b]indol-9-yl)acetyl)-N-(6-bromopyridin-2-yl)-2-azabicyclo[3.1.0]hexane-3-carboxamide NC1=NC=NC=2N(C3=C(C=C(C=C3C21)C=2C=NC(=CC2)C(F)(F)F)C)CC(=O)N2C1CC1CC2C(=O)NC2=NC(=CC=C2)Br